BrC=1C(=C(C=C(C1)F)C1(CCCC1)S(=O)(=O)N)F (3-bromo-2,5-difluorophenyl)cyclopentanesulfonamide